CC1CCC(CC1)N(C(CC)=O)[C@H]1C[C@H](N(C1)C(=O)O)C(=O)O (2S,4S)-4-(N-((1s,4R)-4-methylcyclohexyl)propanamido)pyrrolidine-1,2-dicarboxylic acid